ClC1=CC=C2C(=NC(N(C2=C1)C1=CC=CC=C1)=O)NCC=1C=NC=CC1 7-chloro-1-phenyl-4-((pyridin-3-ylmethyl)amino)quinazolin-2(1H)-one